COC1=CC(=C(C(=C1)OC)C(C=CC1=CC(=CC=C1)OC)=O)O 1-(4,6-Dimethoxy-2-hydroxyphenyl)-3-(3-methoxyphenyl)-2-propene-1-one